NCC1CN(CC1)C(=O)[O-] 3-(aminomethyl)pyrrolidine-1-carboxylate